2-(4-(5-Chloro-2-(4-chloro-1H-1,2,3-triazol-1-yl)phenyl)-5-methoxy-2-oxopyridine-1(2H)-yl)-4-methoxybutanoic acid ClC=1C=CC(=C(C1)C1=CC(N(C=C1OC)C(C(=O)O)CCOC)=O)N1N=NC(=C1)Cl